(2S,4r)-N-[2-[4-(3-chlorophenyl)piperazin-1-yl]-2-oxo-ethyl]-1-[(2S)-2-(4-cyclopropyltriazol-1-yl)-3,3-dimethyl-butyryl]-4-hydroxy-pyrrolidine-2-carboxamide ClC=1C=C(C=CC1)N1CCN(CC1)C(CNC(=O)[C@H]1N(C[C@@H](C1)O)C([C@H](C(C)(C)C)N1N=NC(=C1)C1CC1)=O)=O